methyl isopropenoate C(C(=O)OC)=C